C12CN(CC(CC1)N2)C2=NC(=NC=1CC3(CCC4=CC=CC=C34)CCC21)OC[C@H]2N(CCC2)C 4-(3,8-Diazabicyclo[3.2.1]octan-3-yl)-2-[[(2S)-1-methylpyrrolidin-2-yl]methoxy]spiro[6,8-dihydro-5H-quinazoline-7,1'-indane]